OCCOCCOC(C(C1=CC=CC=C1)=O)=O oxo-phenylacetic acid 2-(2-hydroxy-ethoxy)-ethyl ester